ClC1=CC=C(C=C1)C1=CN(C=2N=CN=C(C21)N)CC=2N=NN(C2)C2CCCC2 5-(4-chlorophenyl)-7-[(1-cyclopentyl-1H-1,2,3-triazol-4-yl)methyl]-7H-pyrrolo[2,3-d]Pyrimidin-4-amine